C(C=C)N1C(N(C=2N=C(NC(C12)=O)N)[C@@H]1O[C@@H](C[C@H]1O)CO)=O 7-allyl-2-amino-9-((2r,3r,5s)-3-hydroxy-5-(hydroxymethyl)tetrahydrofuran-2-yl)-7,9-dihydro-1H-purine-6,8-dione